4-fluoro-3-methoxy-1-methyl-5,7-dihydro-6H-cyclopenta[c]pyridine-6,6-dicarboxylic acid diethyl ester C(C)OC(=O)C1(CC2=C(C(=NC(=C2F)OC)C)C1)C(=O)OCC